[Ni-5](=O)(=O)(=O)=O nickelic tetroxide